C(C)(=O)N1CC2=CC=C(C=C2C1)N(S(=O)(=O)C)CC1=NC=C(C=C1)C=1OC(=NN1)C(F)F N-(2-acetylisoindolin-5-yl)-N-((5-(5-(difluoromethyl)-1,3,4-oxadiazol-2-yl)pyridin-2-yl)methyl)methanesulfonamide